(3,4-dichlorophenyl)-N,N-dimethylurea ClC=1C=C(C=CC1Cl)NC(N(C)C)=O